tert-butyl (1-(7-(8-chloronaphthalen-1-yl)-2-(methylthio)-5,6,7,8-tetrahydropyrido[3,4-d]pyrimidin-4-yl)pyrrolidin-3-yl)(methyl)carbamate ClC=1C=CC=C2C=CC=C(C12)N1CC=2N=C(N=C(C2CC1)N1CC(CC1)N(C(OC(C)(C)C)=O)C)SC